CN1[C@H](CCC1)COC=1N=C(C2=C(N1)CNCC2)N2CCN(CC2)C(=O)OC(C)(C)C 1,1-di(methyl)ethyl 4-[2-[[(1R,2R)-1-methylpyrrolidin-2-yl]methoxy]-5,6,7,8-tetrahydropyrido[3,4-d]pyrimidin-4-yl]piperazine-1-carboxylate